1,1'-(hexane-1,6-diyl)bis(5-oxopyrrolidine-3-carboxylic acid) C(CCCCCN1CC(CC1=O)C(=O)O)N1CC(CC1=O)C(=O)O